cyclopentanetetrayl bis(octadecyl phosphite) C(CCCCCCCCCCCCCCCCC)P1(OC23C(CCC2)(O1)OP(O3)([O-])CCCCCCCCCCCCCCCCCC)[O-]